FC=1C(=C2C=C(NC2=CC1)C(=O)N1CC=2N(CC1)N=CC2C(=O)N2C1(CC1)COCCC2)C 4-[5-(5-fluoro-4-methyl-1H-indole-2-carbonyl)-4H,5H,6H,7H-pyrazolo[1,5-a]pyrazine-3-carbonyl]-8-oxa-4-azaspiro[2.6]nonane